(5-acetyl-2-isopropoxyphenyl)-2-chloroquinazolin-4(3H)-one C(C)(=O)C=1C=CC(=C(C1)N1C(=NC2=CC=CC=C2C1=O)Cl)OC(C)C